N1CCC2(CC1)CC1=CC=CC=C1C2N 1,3-dihydrospiro[indene-2,4'-piperidine]-3-amine